5-methyl-2-(tetrahydro-2H-pyran-4-yl)pyridin-3-amine CC=1C=C(C(=NC1)C1CCOCC1)N